ClC=1C(=C(OC=2C(=CC=3N(N2)C=CC3)C3=NOC[C@H](N3)CC3=C(C=C(C=C3)C)Cl)C=CC1)F |r| 2-(3-chloro-2-fluorophenoxy)-3-[(5RS)-5-(2-chloro-4-methylbenzyl)-5,6-dihydro-4H-1,2,4-oxadiazin-3-yl]pyrrolo[1,2-b]pyridazine